S1C(SCCC1)C=1C=C(C=C2C(C3(CCC2C3(C)C)C)=O)C=CC1O 3-(3-(1,3-dithian-2-yl)-4-hydroxybenzylidene)camphor